COC1=CC(=C(C=C1OCC1OC1)CC1=C(C=C(C(=C1)OCC1OC1)OC)CCC)CCC bis(4-methoxy-5-(oxiran-2-ylmethoxy)-2-propylphenyl)methane